((methylamino)methyl)cyclopentane-1-carboxylic acid ethyl ester C(C)OC(=O)C1(CCCC1)CNC